OCC1=NC(=NC=C1)[C@@]1(C[C@H](CC1)NS(=O)(=O)C)CC=1C=C(C(=CC1)F)C1=C(C(=CC(=C1)F)F)O N-((1S,3R)-3-(4-(hydroxymethyl)pyrimidin-2-yl)-3-((3',5',6-trifluoro-2'-hydroxy-[1,1'-biphenyl]-3-yl)methyl)cyclopentyl)methanesulfonamide